FC1(C2(CC2)CCN(C1)C=1C=2N(N=C(C1)C=1C(NC(NC1)=O)=O)C=CN2)F 5-(8-(4,4-difluoro-6-azaspiro[2.5]octan-6-yl)imidazo[1,2-b]pyridazin-6-yl)pyrimidine-2,4(1H,3H)-dione